N-octanoylGlycine C(CCCCCCC)(=O)NCC(=O)O